(E)-5-fluoro-1-benzyl-2-styryl-1H-benzimidazole FC1=CC2=C(N(C(=N2)\C=C\C2=CC=CC=C2)CC2=CC=CC=C2)C=C1